CC1=CN(C2=CC(=CC=C12)C(NC)=O)C(C(=O)NC1=C(C=CC(=C1)C(=O)C=1C=NN(C1)C)CCCC(=O)O)C 4-{2-({2-[3-methyl-6-(methylcarbamoyl)-1H-indol-1-yl]propanoyl}amino)-4-[(1-methyl-1H-pyrazol-4-yl)carbonyl]phenyl}butanoic acid